(1R,3R,5R)-tert-butyl 3-(((R)-(4-chloro-2,5-difluorophenyl) (cyclopropyl)methyl)carbamoyl)-2-azabicyclo[3.1.0]hexane-2-carboxylate ClC1=CC(=C(C=C1F)[C@@H](C1CC1)NC(=O)[C@@H]1N([C@@H]2C[C@@H]2C1)C(=O)OC(C)(C)C)F